C(C)(C)(C)[Si](C1=CC=CC=C1)(C1=CC=CC=C1)OC(CI)CC\C=C/CCCCCCCC tert-butyl-{[(5Z)-1-iodotetradec-5-en-2-yl]oxy}diphenylsilane